CC(CCCC=O)(C)C 5,5-DIMETHYLHEXANAL